FC1=C(C(=CC(=C1)OCCCC1CCN(CC1)C1=NC=C(C=N1)CCC)F)CC(=O)N1CC(C1)C(=O)O 1-[2-[2,6-difluoro-4-[3-[1-(5-propylpyrimidin-2-yl)-4-piperidinyl]propoxy]phenyl]acetyl]azetidine-3-carboxylic acid